4-(2-Amino-2-oxoethyl)phenyl (4-(1-((tert-butyldimethylsilyl)oxy)-2-(methylamino)ethyl)-phenyl) sulfate S(=O)(=O)(OC1=CC=C(C=C1)CC(=O)N)OC1=CC=C(C=C1)C(CNC)O[Si](C)(C)C(C)(C)C